C(CC)[Si](OC)(OC)C1=C(C=CC=C1)O propyl-(hydroxyphenyl)dimethoxysilane